1,1,1-trifluoro-2-(3-fluoro-4-(thiophen-3-yl)phenyl)propan-2-ol FC(C(C)(O)C1=CC(=C(C=C1)C1=CSC=C1)F)(F)F